FC(C=1N=CC=2N(C1)C(=CN2)C2=NC=CC(=N2)N2C[C@H](CCC2)NS(N)(=O)=O)F 6-(difluoromethyl)-3-[4-[(3S)-3-(sulfamoylamino)-1-piperidinyl]pyrimidin-2-yl]imidazo[1,2-a]pyrazin